(S)-4-(7-Chloro-8-fluoro-2-(((2S,4R)-4-fluoro-1-methylpyrrolidin-2-yl)methoxy)pyrido[4,3-d]pyrimidin-4-yl)-6-methyl-1,4-oxazepan-6-ol ClC1=C(C=2N=C(N=C(C2C=N1)N1CCOC[C@](C1)(O)C)OC[C@H]1N(C[C@@H](C1)F)C)F